CC(C#C)N 1-Methyl-prop-2-ynylamine